[C@@H]12N[C@@H]([C@H](CC1)C2)C(=O)O (1R,3S,4R)-2-AZABICYCLO[2.2.1]HEPTANE-3-CARBOXYLIC ACID